tris(N,N-dimethylaminoethyl)amine CN(C)CCN(CCN(C)C)CCN(C)C